(E)-3-(2,4-dihydroxyphenyl)-1-[4-((E)-3-(m-tolyl)acryloyl)piperazin-1-yl]prop-2-en-1-one OC1=C(C=CC(=C1)O)/C=C/C(=O)N1CCN(CC1)C(\C=C\C=1C=C(C=CC1)C)=O